FC1=NC2=C(N1N(C([O-])=O)C)C=CC=C2 fluoro-1H-benzo[d]imidazol-1-yl(methyl)carbamate